O1CCC2=C1C=CC(=C2)C2=CC(=NC=C2)OCC2NCCCC2 4-(2,3-dihydrobenzofuran-5-yl)-2-(piperidin-2-ylmethoxy)pyridine